ClC=1C=C(C=CC1F)N1N=C(C=C1)C(C(=O)NC1=CC(=NN1)C1CC1)C 2-(1-(3-chloro-4-fluorophenyl)-1H-pyrazol-3-yl)-N-(3-cyclopropyl-1H-pyrazol-5-yl)propanamide